tert-Butyl (S)-3-((5-(5-(trifluoromethyl)pyridin-2-yl)pyrido[2,3-d]pyridazin-8-yl)amino)pyrrolidine-1-carboxylate FC(C=1C=CC(=NC1)C1=C2C(=C(N=N1)N[C@@H]1CN(CC1)C(=O)OC(C)(C)C)N=CC=C2)(F)F